ClC=1C=C(C=CC1Cl)C1CNCC2=CC=CC=C12 4-(3,4-dichlorophenyl)-1,2,3,4-tetrahydroisoquinoline